C(C)(C)(C)OC(=O)N[C@@H]1CC[C@H](CC1)C(=O)O trans-4-[(tert-butyloxycarbonyl)amino]cyclohexanecarboxylic acid